2-(dimethylamino)-N-[1-[2-(6-methylpyridin-2-yl)-9H-purin-6-yl]pyrrolo[3,2-c]pyridin-4-yl]acetamide CN(CC(=O)NC1=NC=CC2=C1C=CN2C2=C1N=CNC1=NC(=N2)C2=NC(=CC=C2)C)C